ClC=1C(=C(C=C2C=C(N=CC12)NC=1C=CC2=C(CN(C(O2)=O)C)C1)C1=C(C2=C(OCCN2C(=O)[O-])N=C1)C)F 7-(8-Chloro-7-fluoro-3-((3-methyl-2-oxo-3,4-dihydro-2H-benzo[e][1,3]oxazin-6-yl)amino)isoquinolin-6-yl)-8-methyl-2,3-dihydro-1H-pyrido[2,3-b][1,4]oxazine-1-carboxylate